C(C1=CC=CC=C1)OC=1C=CC2=C(O[C@@H](CO2)CNCC2NCCOC2)C1 3-{[((R)-7-Benzyloxy-2,3-dihydro-benzo[1,4]dioxin-2-ylmethyl)-amino]-methyl}-morpholine